CC1(OB(OC1(C)C)C=1C=CC(=NC1)N1CCOCC1)C 4-[5-(4,4,5,5-tetramethyl-1,3,2-dioxaborolan-2-yl)pyridin-2-yl]morpholine